(E)-2-(2-aminopropanamido)ethyl (4-(3,5-dimethoxystyryl)phenyl) carbonate Hydrochloride Cl.C(OCCNC(C(C)N)=O)(OC1=CC=C(C=C1)C=CC1=CC(=CC(=C1)OC)OC)=O